4-({4-[({3-[methyl(methylsulfonyl)amino]pyridin-2-yl}methyl)amino]-5-(trifluoromethyl)pyrimidin-2-yl}amino)benzamide CN(C=1C(=NC=CC1)CNC1=NC(=NC=C1C(F)(F)F)NC1=CC=C(C(=O)N)C=C1)S(=O)(=O)C